N-((2-(4-cyanophenyl)pyrimidin-5-yl)methyl)-11-oxo-10,11-dihydrodibenzo[b,f][1,4]thiazepine-8-carboxamide 5,5-dioxide C(#N)C1=CC=C(C=C1)C1=NC=C(C=N1)CNC(=O)C1=CC2=C(S(C3=C(C(N2)=O)C=CC=C3)(=O)=O)C=C1